methyl-4-[(1-methylcyclopropyl)amino]-N-[(6-methylpyrimidin-4-yl)methyl]furo[2,3-d]pyrimidine-5-carboxamide CC=1N=C(C2=C(N1)OC=C2C(=O)NCC2=NC=NC(=C2)C)NC2(CC2)C